2-Ethyl-5-(4,4,5,5-tetramethyl-1,3,2-dioxaborolan-2-yl)pyridine C(C)C1=NC=C(C=C1)B1OC(C(O1)(C)C)(C)C